N-{(2S,3R)-1-(azetidine-1-carbonyl)-4,4-difluoro-2-[(3'-fluoro[1,1'-biphenyl]-3-yl)methyl]pyrrolidin-3-yl}methane-sulfonamide N1(CCC1)C(=O)N1[C@H]([C@H](C(C1)(F)F)NS(=O)(=O)C)CC=1C=C(C=CC1)C1=CC(=CC=C1)F